N1=CC=C(C=C1)C=1C=C2C=NC=NC2=C(C1)C=1C=C(N)C=CC1 3-(6-(pyridin-4-yl)quinazolin-8-yl)aniline